C(C)N1N=C(C=C1C1=NN(C(=N1)C1=NC(=CC2=C1C=NN2)C(=O)N)C)CO 4-{3-[1-ethyl-3-(hydroxymethyl)-1H-pyrazol-5-yl]-1-methyl-1H-1,2,4-triazol-5-yl}-1H-pyrazolo[4,3-c]pyridine-6-carboxamide